COCCOCCOCCOCCOCCOCCOCC 2,5,8,11,14,17,20-heptaoxadocosane